CC1(OB(OC1(C)C)/C=C/CCN1[C@@H](CC1)C(=O)OC)C Methyl (2S)-1-[(E)-4-(4,4,5,5-tetramethyl-1,3,2-dioxaborolan-2-yl)but-3-enyl]azetidine-2-carboxylate